CN1CCC(CC1)NC(=O)C=1C=C2C(=NC1)NC=C2C2=CC=1N(C=C2)N=CC1C=1C=NC=CC1 N-(1-methylpiperidin-4-yl)-3-(3-(pyridin-3-yl)pyrazolo[1,5-a]pyridin-5-yl)-1H-pyrrolo[2,3-b]pyridine-5-carboxamide